FC1(CC(C1)C1=CC=C(C=C1)C1=CC=C(C=C1)O)F 4'-(3,3-Difluorocyclobutyl)-[1,1'-biphenyl]-4-ol